ClC=1C=C(C=CC1OC)[C@@H]1CC[C@H](CC1)CN(C(=O)[C@@H]1CC[C@H](CC1)C(=O)OC)C1=CC(=CC=C1)C=1C=NN(C1)C1CC1 trans-Methyl 4-(((trans-4-(3-chloro-4-methoxyphenyl)cyclohexyl)methyl)(3-(1-cyclopropyl-1H-pyrazol-4-yl)phenyl)carbamoyl)-cyclohexanecarboxylate